3-bromo-7,8-dimethoxyisoquinoline BrC=1N=CC2=C(C(=CC=C2C1)OC)OC